2-oxo-1'-[2-({2-oxo-1-[(cis)-3-hydroxy-3-methylcyclobutyl]-8-(trifluoromethyl)-1,2,3,4-tetrahydroquinolin-6-yl}oxy)ethyl]-1,2-dihydrospiro[indole-3,4'-piperidine]-5-carbonitrile O=C1NC2=CC=C(C=C2C12CCN(CC2)CCOC=2C=C1CCC(N(C1=C(C2)C(F)(F)F)C2CC(C2)(C)O)=O)C#N